O=C1OC2=CC=CC=C2C=C1C(=O)OCC(CC1=CC=CC=C1)N (2-Amino-3-phenylpropyl) 2-oxochromene-3-carboxylate